6-(D-2-isopentenyl)adenosine C(C=C(C)C)C1(C2=NCN([C@H]3[C@H](O)[C@H](O)[C@@H](CO)O3)C2=NC=N1)N